C(C)(=O)N1CCC(CC1)COCCNC(OC(C)(C)C)=O tert-butyl (2-((1-acetylpiperidin-4-yl)methoxy)ethyl)carbamate